C1(CC1)C1=NC=CC(=C1)C1=NC(=NO1)[C@H](C)N (S)-1-(5-(2-cyclopropylpyridin-4-yl)-1,2,4-oxadiazol-3-yl)ethan-1-amine